(6-methoxy-5-(2,4-difluorobenzenesulfonamido)pyridin-3-yl)-N-(1-(2-hydroxyethyl)-1H-pyrazol-4-yl)imidazo[1,2-a]pyridine-3-carboxamide COC1=C(C=C(C=N1)C=1N=C2N(C=CC=C2)C1C(=O)NC=1C=NN(C1)CCO)NS(=O)(=O)C1=C(C=C(C=C1)F)F